S-(4-(((((2S,5R)-2-carbamoyl-7-oxo-1,6-diazabicyclo[3.2.1]octan-6-yl)oxy)sulfonyl)oxy)-3,3-dimethylbutyl) ethanethioate C(C)(SCCC(COS(=O)(=O)ON1[C@@H]2CC[C@H](N(C1=O)C2)C(N)=O)(C)C)=O